N-(3-(2,6-dioxopiperidin-3-yl)-1-methyl-1H-indazol-7-yl)acetylAmine hydrochloride Cl.O=C1NC(CCC1C1=NN(C2=C(C=CC=C12)NC(C)=O)C)=O